CN1N=NC2=C1C=CC(=C2C)[C@H](CC(=O)OCC)C=2C=C(C1=C(C=CS1)C2)CN2CC1(OC3=C(C2)N=C(C=C3)O)CC1 Ethyl (3R)-3-(1,4-dimethyl-1H-benzotriazol-5-yl)-3-{7-[(7'-hydroxy-3'H-spiro[cyclopropane-1,2'-Pyrido[2,3-f][1,4]oxazepine]-4'(5'H)-yl)methyl]-1-benzothiophen-5-yl}propanoate